CC(CO)(CCl)C 2,2-dimethyl-3-chloropropanol